1-{3-fluoro-4-[4-({[2-fluoro-5-(trifluoromethoxy)phenyl]methyl}carbamoyl)-1H-1,2,3-triazol-1-yl]butyl}-N-[(6-methylpyridin-3-yl)methyl]-1H-1,2,3-triazole-4-carboxamide FC(CCN1N=NC(=C1)C(=O)NCC=1C=NC(=CC1)C)CN1N=NC(=C1)C(NCC1=C(C=CC(=C1)OC(F)(F)F)F)=O